FC1=C(C=C(OCCC=2C=C3C(=CNC3=CC2)NC(C)=O)C=C1)C(F)(F)F N-(5-{2-[4-fluoro-3-(trifluoromethyl)phenoxy]ethyl}-1H-indol-3-yl)acetamide